Ethyl 4,4,4-trifluoro-3-[(4-hydroxyphenyl)methyl]butanoate FC(C(CC(=O)OCC)CC1=CC=C(C=C1)O)(F)F